(S) or (R)-N'-((1,2,3,5,6,7-hexahydro-s-indacen-4-yl)carbamoyl)-6-(2-hydroxypropan-2-yl)pyridine-3-sulfonimidamide C1CCC2=C(C=3CCCC3C=C12)NC(=O)N=[S@@](=O)(N)C=1C=NC(=CC1)C(C)(C)O |o1:16|